N-[(2R,3R)-1-[2-[3-Cyclopropyl-5-(trifluoromethyl)pyrazol-1-yl]acetyl]-2-[2-methyl-3-(trideuteriomethoxy)phenyl]pyrrolidin-3-yl]-2-methyl-1,2,4-triazole-3-carboxamide C1(CC1)C1=NN(C(=C1)C(F)(F)F)CC(=O)N1[C@@H]([C@@H](CC1)NC(=O)C=1N(N=CN1)C)C1=C(C(=CC=C1)OC([2H])([2H])[2H])C